(S)-3-(4-bromophenyl)-N2,N2-dimethylpropane-1,2-diamine dihydrochloride Cl.Cl.BrC1=CC=C(C=C1)C[C@@H](CN)N(C)C